2-((5-(4-fluorophenyl)pyridin-2-yl)methyl)oxazole-4-carboxylic acid FC1=CC=C(C=C1)C=1C=CC(=NC1)CC=1OC=C(N1)C(=O)O